cis-cyclopentane-1,2-diol [C@@H]1([C@H](CCC1)O)O